2-bromo-3-fluorodibenzo[b,d]furan BrC1=CC2=C(OC3=C2C=CC=C3)C=C1F